butyl-(5'S)-5'-carbamoyl-7-methyl-2-oxo-1,2-dihydrospiro[pyrido[2,3-b][1,4]oxazine-3,3'-pyrrolidine] C(CCC)N1CC2(C[C@H]1C(N)=O)C(NC1=C(O2)N=CC(=C1)C)=O